6-(5-bromo-1-((trans)-4-methoxycyclohexyl)-1H-benzo[d]imidazol-2-yl)-1-(3,4-difluorophenyl)piperidine-2-one BrC1=CC2=C(N(C(=N2)C2CCCC(N2C2=CC(=C(C=C2)F)F)=O)[C@@H]2CC[C@H](CC2)OC)C=C1